butanol p-toluenesulfonate CC1=CC=C(C=C1)S(=O)(=O)OCCCC